(3-chlorophenyl)-(4-methoxyanilino)acetic acid methyl ester COC(C(NC1=CC=C(C=C1)OC)C1=CC(=CC=C1)Cl)=O